[Na].C(CCCCCCCCCCC)(=O)OC[C@@H](OC(CCCCCCCCCCC)=O)COP(=O)(O)OCC(O)CO 1,2-Dilauroyl-sn-glycero-3-phosphorylglycerol sodium salt